NC=1C2=C(N=CN1)C(=NC(=C2)C)C=2C(=C(C=CC2C)O)C (S)-3-(4-Amino-6-methylpyrido[3,4-d]pyrimidin-8-yl)-2,4-dimethylphenol